P(=O)(OCC1=CC=CC=C1)(OCC1=CC=CC=C1)OC1=C2C(=CNC2=CC=C1)C(C([2H])([2H])N(C([2H])([2H])[2H])C([2H])([2H])[2H])([2H])[2H] dibenzyl (3-(2-(bis(methyl-d3)amino)ethyl-1,1,2,2-d4)-1H-indol-4-yl) phosphate